1-((5-(5-(difluoromethyl)-1,3,4-oxadiazole-2-yl)pyridine-2-yl)methyl)-5-fluoro-3-(1-(oxetan-3-yl)piperidine-4-yl)-1,3-dihydro-2H-benzo[d]imidazole-2-one FC(C1=NN=C(O1)C=1C=CC(=NC1)CN1C(N(C2=C1C=CC(=C2)F)C2CCN(CC2)C2COC2)=O)F